1-bromo-2,4-difluoro-5-[(E)-2-methoxyvinyl]benzene BrC1=C(C=C(C(=C1)\C=C\OC)F)F